C(C)C1=C(C(=O)[O-])C=CC(=C1C)C 2-ethyl-dimethylbenzoate